4-benzyl-1,2,3-thiadiazole-5-carboxylic acid-2-chlorophenyl ester ClC1=C(C=CC=C1)OC(=O)C1=C(N=NS1)CC1=CC=CC=C1